BrC1=C2C=3CC4(OCCO4)CCC3NC2=C(C=C1)C(=O)O 5-bromo-1,2,4,9-tetrahydrospiro[carbazole-3,2'-[1,3]dioxolane]-8-carboxylic acid